(E)-N-(4-(8-(4-chloro-1,2,6-trimethyl-1H-benzo[d]imidazol-5-yl)-1-((E)-prop-1-en-1-yl)indolizine-3-carbonyl)-2,6-difluorophenyl)-4-(((1r,4r)-4-methoxycyclohexyl)amino)but-2-enamide ClC1=C(C(=CC=2N(C(=NC21)C)C)C)C2=CC=CN1C(=CC(=C21)\C=C\C)C(=O)C2=CC(=C(C(=C2)F)NC(\C=C\CNC2CCC(CC2)OC)=O)F